C(C=C)(=O)OCCC[Si](OC)(OC)CCC acryloxypropyl-propyl-dimethoxysilane